CC1=C(OC(O1)=O)COC([C@H](C[C@H](CC1=CC=C(C=C1)C1=CC(=CC=C1)Cl)NC(=O)C=1NN=C(C1)C1=NC=CN=C1)O)=O (2S,4S)-5-(3'-Chloro-biphenyl-4-yl)-2-hydroxy-4-[(5-pyrazin-2-yl-2H-pyrazole-3-carbonyl)-amino]-pentanoic acid 5-methyl-2-oxo-[1,3]dioxol-4-ylmethyl ester